C(C)(C)(C)OC(=O)N1CC2(CC=3C4=C(N(C3CC2)C2=C(C(=O)O)C=C(C=C2)F)C=NC=C4)C1 2-(1-(tert-Butyloxycarbonyl)-7',8'-dihydrospiro[azetidine-3,6'-pyrido[3,4-b]indol]-9'(5'H)-yl)-5-fluorobenzoic acid